C1(C=CC(N1C1=CC=C(OC2=C(C(=C(C=C2)OC2=CC=C(C=C2)N2C(C=CC2=O)=O)C(F)(F)F)C(F)(F)F)C=C1)=O)=O 1,4-bis(4-maleimidophenoxy)-2,3-bis(trifluoromethyl)benzene